2-(3-(((1S,2S,3R,5S,6S)-2,6-difluoro-1,5-dimethyl-8-azabicyclo[3.2.1]octan-3-yl)(methyl)amino)-1,2,4-triazin-6-yl)-5-(1H-imidazol-1-yl)phenol F[C@@H]1[C@@]2(C[C@@H]([C@](C[C@H]1N(C=1N=NC(=CN1)C1=C(C=C(C=C1)N1C=NC=C1)O)C)(N2)C)F)C